CN(N=C=NCCC)C N'-dimethylamino-propylcarbodiimide